(E)-N'-cyano-2-((R)-1-(cyclohexylsulfonyl)-2-methylpyrrolidin-2-yl)-N-((1,2,3,5,6,7-hexahydro-s-indacen-4-yl)carbamoyl)ethene-1-sulfonimidamide C(#N)N=S(=O)(NC(NC1=C2CCCC2=CC=2CCCC12)=O)\C=C\[C@@]1(N(CCC1)S(=O)(=O)C1CCCCC1)C